CN(C)C1=C(C(=O)C2=CC=CC=C2)C=CC=C1 N,N-dimethylaminobenzophenone